P(O)(O)(O)=S.P(O)(O)(O)=S monothiophosphoric acid (phosphorothioate)